FC1(CCC(CC1)N(C(=O)[C@H]1N(CCC1)S(=O)(=NCC)C1=CC=C(C=C1)C)CC1=CC=C(C=C1)C)F (2S)-N-(4,4-Difluorocyclohexyl)-1-(N-ethyl-4-methylphenylsulfonimidoyl)-N-(4-methylbenzyl)pyrrolidine-2-carboxamide